(2-tert-butyl-1H-benzimidazol-5-yl)-2-(5-chloro-2-hydroxy-phenyl)acetamide C(C)(C)(C)C1=NC2=C(N1)C=CC(=C2)C(C(=O)N)C2=C(C=CC(=C2)Cl)O